O1C(=CC=C1)CCNC(C1=CC(=CC=C1)C=1N=NC(=CC1)N1CCCC1)=O N-(2-(furan-2-yl)ethyl)-3-(6-(pyrrolidin-1-yl)pyridazin-3-yl)benzamide